C(C1=CC=CC=C1)NC#N N-benzyl-cyanamide